(E)-3-(4-methoxy-3-nitrophenyl)-1-(4-methoxy-2-(3,4,5-trimethoxyphenoxy)phenyl)prop-2-en-1-one COC1=C(C=C(C=C1)/C=C/C(=O)C1=C(C=C(C=C1)OC)OC1=CC(=C(C(=C1)OC)OC)OC)[N+](=O)[O-]